N1(CCNCCNCCNCC1)C(C(CO)O)CO 3-(1,4,7,10-tetraazacyclododecane-1-yl)butane-1,2,4-triol